O1CCC(=CC1)C1=NN2C(N(C(=C(C2=O)N2CCNCC2)CC)CC(=O)NC=2C(=NC(=CC2)C(F)(F)F)C)=N1 2-(2-(3,6-dihydro-2H-pyran-4-yl)-5-ethyl-7-oxo-6-(piperazin-1-yl)-[1,2,4]triazolo[1,5-a]pyrimidin-4(7H)-yl)-N-(2-methyl-6-(trifluoromethyl)pyridin-3-yl)acetamide